4-[(3-isocyanato-4-methylphenyl)methyl]-m-phenylene diisocyanate N(=C=O)C=1C=C(C=CC1C)CC1=C(C=C(C=C1)N=C=O)N=C=O